BrC=1C2=CC=CC=C2C(=C2C=CC=CC12)C1=C(C=CC=C1)C1=CC=CC=C1 9-bromo-10-([1,1'-biphenyl]-2-yl)anthracene